O[C@@H](C(=O)O)[C@H]([C@H]([C@@H](C(=O)O)O)O)O (2r,3s,4r,5s)-2,3,4,5-tetrahydroxyadipic acid